N-[4-(3-chloro-4-cyano-phenoxy)cyclohexyl]-6-(2,7-diazaspiro[3.5]nonan-2-yl)pyridazine-3-carboxamide ClC=1C=C(OC2CCC(CC2)NC(=O)C=2N=NC(=CC2)N2CC3(C2)CCNCC3)C=CC1C#N